bromine N-ethyl-methyl-pyrrolidine C(C)N1C(CCC1)C.[Br]